2-(2-(2-(2-azidoethoxy)ethoxy)ethyl)-3-(6-chloro-2,8-dimethyl-1,2,3,4-tetrahydroisoquinolin-4-yl)benzenesulfonamide calcium folate (5-methyltetrahydrofolate) CN1C=2C(NC(=NC2NCC1CNC1=CC=C(C(N[C@@H](CCC(=O)[O-])C(=O)O)=O)C=C1)N)=O.C(CC[C@@H](C(=O)O)NC(=O)C1=CC=C(NCC2=CN=C3N=C(N)NC(=O)C3=N2)C=C1)(=O)[O-].[Ca+2].N(=[N+]=[N-])CCOCCOCCC1=C(C=CC=C1C1CN(CC2=C(C=C(C=C12)Cl)C)C)S(=O)(=O)N